(S)-3-amino-3-(2',4'-difluorobiphenyl-4-yl)propionic acid tert-butyl ester acetate C(C)(=O)O.C(C)(C)(C)OC(C[C@@H](C1=CC=C(C=C1)C1=C(C=C(C=C1)F)F)N)=O